CN1C2=C(C3=C1C(N(N=C3)CC#C)=O)SC(=N2)CC2=NC=CC=C2 4-methyl-6-(prop-2-yn-1-yl)-2-(pyridin-2-ylmethyl)-4H-thiazolo[5',4':4,5]pyrrolo[2,3-d]pyridazin-5(6H)-one